CN(CCC(C)N(C)C)C N,N,N',N'-Tetramethyl-1,3-butandi-amin